3-(2-(3-cyano-4,6-bis(trifluoromethyl)pyridin-2-ylamino)-N-methylacetamido)benzamide C(#N)C=1C(=NC(=CC1C(F)(F)F)C(F)(F)F)NCC(=O)N(C)C=1C=C(C(=O)N)C=CC1